COC(C(C)C=1C=C(C=CC1)C)=O 2-(m-tolyl)propionic acid methyl ester